OC(CNC1=CC=C(C=C1)C(C)C)C1=NNC(N1)=S 3-[1-hydroxy-2-(4-isopropylphenylamino)ethyl]-1H-1,2,4-triazole-5(4H)-thione